(methyl-sulfonyl)-2,3-dihydro-1H-pyrrolo[3,2-b]pyridine-6-carboxamide CS(=O)(=O)N1CCC2=NC=C(C=C21)C(=O)N